C(C)(=O)O[C@]1(C[C@H](CCC1)C(C)C)CCC1OCCO1 |r| (1SR,3SR)-1-(2-(1,3-dioxolan-2-yl) ethyl)-3-isopropylcyclohexyl acetate